C(C)(C)(C)OC(=O)NC1CC(C1)C(=O)OC methyl (1r,3r)-3-((tert-butoxycarbonyl)amino)cyclobutane-1-carboxylate